2-methyl-5-[(4-methyl-1,3-thiazol-5-yl)methoxy]-N-(oxolane-3-yl)-1-benzothiophene-3-carboxamide CC=1SC2=C(C1C(=O)NC1COCC1)C=C(C=C2)OCC2=C(N=CS2)C